2,2,6,6-tetramethyl-4-piperidinyl eicosanate C(CCCCCCCCCCCCCCCCCCC)(=O)OC1CC(NC(C1)(C)C)(C)C